(S)-3-benzyl-6,9-dimethyl-4H,6H-thieno[2,3-e][1,2,4]triazolo[3,4-c][1,4]oxazepine C(C1=CC=CC=C1)C1=CSC=2N3C([C@@H](OCC21)C)=NN=C3C